C(C)(C)(C)C1OC2=C(CN1C(=O)OCCOCCN(C)C)C=CC=C2C2=C(C(=C(C(=C2)N2CCOCC2)C(=O)OC)C)F 2-(dimethylaminoethyl-oxy)ethanol tert-Butyl-8-(2-fluoro-4-methoxycarbonyl-3-methyl-5-morpholin-4-ylphenyl)-2,4-dihydro-1,3-benzoxazine-3-carboxylate